Cl.CN(C)C(CCCC)Cl N,N-dimethylaminochloropentane hydrochloride